NC([C@H](CCC(=O)OC(C)(C)C)N1C(C2=CC(=CC(=C2C1)OCC1=CC=CC=C1)OCCOC)=O)=O tert-Butyl (4S)-5-amino-4-[4-benzyloxy-6-(2-methoxyethoxy)-1-oxo-isoindolin-2-yl]-5-oxo-pentanoate